C(C)C1=C(NC2=CC=C(C=C12)C1CCNCC1)C=1C=C2C(=CN1)N(N=C2)C 5-(3-ethyl-5-(piperidin-4-yl)-1H-indol-2-yl)-1-methyl-1H-pyrazolo[3,4-c]pyridine